7-(3,5-dichlorophenyl)-N-[(4S)-3,4-dihydro-2H-chromen-4-yl]-3-isopropyl-6-methylpyrazolo[5,1-b][1,3]thiazole-2-carboxamide ClC=1C=C(C=C(C1)Cl)C=1C(=NN2C1SC(=C2C(C)C)C(=O)N[C@H]2CCOC1=CC=CC=C21)C